[Te]1C2=C(C=C1C1=NC(=NC3=C(C(=C(C(=C13)F)F)F)F)[2H])C=CC=C2 4-(benzo[b]tellurophen-2-yl)-5,6,7,8-tetrafluoroquinazolin-2-d